N,N,5-trimethyl-pyrazole-4-carboxamide CN(C(=O)C=1C=NNC1C)C